NC=1N=C(SC1C(C1=CC=CC=C1)=O)N(C1=C(C=C(C=C1)F)Cl)C(C(=O)N)C (N-(4-amino-5-benzoyl-thiazol-2-yl)-2-chloro-4-fluoro-anilino)propanamide